C(C)OC1=C(C=CC=C1)\C=C\S(=O)(=O)C1=CC=CC=C1 (E)-1-ethoxy-2-(2-(benzenesulfonyl)vinyl)benzene